4-(4-(6-acryloyl-2,6-diazaspiro[3.3]heptane-2-yl)phenyl)-6-(1-(methyl-d3)-1H-pyrazol-4-yl)pyrazolo[1,5-a]pyridine-3-carbonitrile C(C=C)(=O)N1CC2(CN(C2)C2=CC=C(C=C2)C=2C=3N(C=C(C2)C=2C=NN(C2)C([2H])([2H])[2H])N=CC3C#N)C1